(2R,3S)-2-(3-(5-chloro-7-(2-methylthiophen-3-yl)-1H-benzo[d]imidazol-1-yl)propyl)piperidin-3-ol ClC1=CC2=C(N(C=N2)CCC[C@H]2NCCC[C@@H]2O)C(=C1)C1=C(SC=C1)C